C(C)OC(C(=C)C)=O.OC1=CC=CC2=C1C(=C(O2)C(=O)N/N=C/C2=CC=C(C=C2)C(F)(F)F)C (E)-4-hydroxy-3-methyl-N'-(4-trifluoromethylbenzylidene)benzofuran-2-carbohydrazide Eth-1-yl-methacrylate